Tertiary butyl propionate C(CC)(=O)OC(C)(C)C